COC=1C=C(C=CC1OC)C1=NN=C(O1)C1=C(C=C(C=C1)CCCCCCCCCCCCCCC)O 2-[5-(3,4-dimethoxyphenyl)-1,3,4-oxadiazol-2-yl]-5-pentadecylphenol